tetraaminoplatinic dihydroxide N[Pt-2](N)(N)(N)(O)O